C[Sn](C)C tri-methyl-tin